BrC=1C=CC=2N(C3=CC=CC=C3C2C1)C1=CC=C(C=C1)C(F)(F)F 3-bromo-9-(4-trifluoromethylphenyl)carbazole